[Na+].C1(=CC=CC=2C3=CC=CC=C3CC12)COC(=O)N[C@@H](CC1=CC=C(C=C1)O)C(=O)S(=O)(=O)[O-] N-fluorenylmethoxycarbonyl-L-tyrosyl-sulfonate sodium salt